7-bromo-2,3,4,5-tetrahydro-1H-benzo[b]azepine BrC1=CC2=C(NCCCC2)C=C1